ClC1=C(SC=C1)C(C(C)N1N=C(C=C1)C(F)(F)F)=NNC=O 2-[1-(3-chloro-2-thienyl)-2-[3-(trifluoromethyl)-1H-pyrazol-1-yl]-propylidene]hydrazinecarboxaldehyde